Cl.C1(CC1)C#CC1=CC=C2C=C(NC2=C1)C(=O)NC[C@H](CCCN)N (S)-6-(cyclopropylethynyl)-N-(2,5-diaminopentyl)-1H-indole-2-carboxamide hydrochloride